C(C)NC(CN1N=C(C=CC1=O)C1=NOC(=N1)C=1C=NC(=CC1)C)=O N-ethyl-2-(3-(5-(6-methylpyridin-3-yl)-1,2,4-oxadiazol-3-yl)-6-oxo-pyridazin-1(6H)-yl)acetamide